dichloro-2-cyanopyrazine ClC=1N=C(C(=NC1)C#N)Cl